tert-butyl 2-(tert-butyldimethylsilyloxy)-3-(3-(4-chloro-6-(3,5-di-methylisoxazol-4-yl)pyrimidin-2-yl)phenoxy)propyl(methyl)carbamate [Si](C)(C)(C(C)(C)C)OC(CN(C(OC(C)(C)C)=O)C)COC1=CC(=CC=C1)C1=NC(=CC(=N1)Cl)C=1C(=NOC1C)C